C(C)(C)(C)OC(=O)NC1CN(CCC1)C(=O)C1=CC2=C(N(C(=N2)C2=CC=3C(=[N+](C=CC3)[O-])N2CC)C)C(=C1)OC 2-(5-(3-((tert-butoxycarbonyl)amino)piperidine-1-carbonyl)-7-methoxy-1-methyl-1H-benzo[d]imidazol-2-yl)-1-ethyl-1H-pyrrolo[2,3-b]pyridine 7-oxide